(1-(4-aminopyrimidin-2-yl)-3,3-difluoropiperidin-4-yloxy)ethanol NC1=NC(=NC=C1)N1CC(C(CC1)OC(C)O)(F)F